OCC1=CC=C(O1)C(C)C=1OC(=CC1)CO 1,1-bis(5-hydroxymethyl-2-furyl)-ethane